C1(=CC=CC=C1)P(C1=CC=CC=C1)C[C@H]1[C@@H](OC(O1)(C)C)CP(C1=CC=CC=C1)C1=CC=CC=C1 (R,R)-Bis(diphenylphosphino-methyl)-2,2-dimethyl-1,3-dioxolane